C(C)(C)(C1=CC=CC=C1)C(N(C=O)C)C(C)(C)C1=CC=CC=C1 dicumyl-N,N-dimethylformamide